C(C)C(COC([C@@H](NP(=O)(OC1=CC=CC=C1)Cl)C)=O)CC (chloro(phenoxy)phosphoryl)-L-alanine 2-ethylbutyl ester